methoxy-6-methylpyrazin-2-amine COC=1C(=NC(=CN1)C)N